C1C(CC2=CC=CC=C12)NC1=NC=C(C=N1)C=1C=C(C=CC1)NC(=O)[C@@H]1CC2=C(NN=N2)CC1 (S)-N-(3-(2-((2,3-dihydro-1H-inden-2-yl)amino)pyrimidin-5-yl)phenyl)-4,5,6,7-tetrahydro-1H-benzo[d][1,2,3]triazole-5-carboxamide